Benzyl 4-[2-[4-(4-chlorophenyl)-5-[2-[(dimethylamino)methyl]-4-pyridyl]imidazol-1-yl]acetyl]piperazine-1-carboxylate ClC1=CC=C(C=C1)C=1N=CN(C1C1=CC(=NC=C1)CN(C)C)CC(=O)N1CCN(CC1)C(=O)OCC1=CC=CC=C1